C(C)O[Si](OCC)(OCC)CCCNCCC[Si](OCC)(OCC)OCC di-(triethoxysilylpropyl)amine